C(C)N1N=CC=C1C(=O)N[C@H](C=1N=C2N(N=CC(=C2)CC2(C(NCC(C2)(F)F)=O)C(=O)O)C1)C1CCC(CC1)C 3-((2-((S)-(1-ethyl-1H-pyrazole-5-carboxamido)((1r,4S)-4-methylcyclohexyl)methyl)imidazo[1,2-b]pyridazin-7-yl)methyl)-5,5-difluoro-2-oxopiperidine-3-carboxylic acid